5-((8-hydroxyoctyloxy)carbonyl)furan-2-carboxylic acid OCCCCCCCCOC(=O)C1=CC=C(O1)C(=O)O